3-methyl-5-(4,4,5,5-tetramethyl-1,3,2-dioxaborolan-2-yl)benzo[d]oxazol-2(3H)-one CN1C(OC2=C1C=C(C=C2)B2OC(C(O2)(C)C)(C)C)=O